N(=[N+]=[N-])C1=CC=C(C=C2C(CCC(C2)C)=O)C=C1 (4'-Azidobenzal)-4-methylcyclohexanone